N(N)C1=NC(=NC(=C1)C)C 4-hydrazino-2,6-dimethylpyrimidine